N1=C(C=CC=C1)C(N1CCN(CC1)C(=O)C=1C=C2C(N(C(C2=CC1)=O)C1C(NC(CC1)=O)=O)=O)C1=NC=CC=C1 5-(4-(di(pyridin-2-yl)methyl)piperazine-1-carbonyl)-2-(2,6-dioxopiperidin-3-yl)isoindoline-1,3-dione